C(C1=CC=CC=C1)C(CCN)NC=1SC(=C(N1)C1=CC(=C(C=C1)Cl)Cl)CC(C)C 1-benzyl-N1-(4-(3,4-dichlorophenyl)-5-isobutylthiazol-2-yl)propane-1,3-diamine